O1CCOC12CC=C(CC2)C2=CNC1=CN=CC=C12 3-(1,4-dioxaspiro[4.5]dec-7-en-8-yl)-1H-pyrrolo[2,3-c]pyridine